C(CCCCCCCCCCCCCCC)(=O)OCC(COC(CCCCCCCCCCCCCCC)=O)OC(CCCBr)=O 2-((4-Bromobutanoyl)oxy)propane-1,3-diyl dipalmitate